C[C@@H]1CN2N=CC(C3=NNC=4C=CC(O[C@H](CCOC1)C)=CC34)=C2 (7R,12S)-7,12-dimethyl-9,13-dioxa-4,5,18,19-tetraazatetracyclo[12.5.2.12,5.017,20]docosa-1(19),2(22),3,14(21),15,17(20)-hexaene